ClCCN 2-chloroethylamine